1,6-bis(4-hydroxyphenyl)-1,6-Hexanedione OC1=CC=C(C=C1)C(CCCCC(=O)C1=CC=C(C=C1)O)=O